(1S,2S)-2-(4-(4-chloro-2-fluorophenyl)piperazin-1-yl)cyclohexyl methanesulfonate CS(=O)(=O)O[C@@H]1[C@H](CCCC1)N1CCN(CC1)C1=C(C=C(C=C1)Cl)F